The molecule is a monosaccharide derivative that is trans-sinapyl alcohol attached to a beta-D-glucopyranosyl residue at position 1 via a glycosidic linkage. It has a role as a hepatoprotective agent and a plant metabolite. It is a beta-D-glucoside, a monosaccharide derivative, a primary alcohol and a dimethoxybenzene. It derives from a trans-sinapyl alcohol. COC1=CC(=CC(=C1O[C@H]2[C@@H]([C@H]([C@@H]([C@H](O2)CO)O)O)O)OC)/C=C/CO